C(C)C1=CC=C(C=C1)NC1=CC2=C(SC3=C2C=CC=C3)C=C1 N-(4-ethylphenyl)dibenzo[b,d]thiophene-2-amine